Lithium aluminum tri-tert-butoxide hydride [H-].CC(C)(C)[O-].CC(C)(C)[O-].CC(C)(C)[O-].[Al+3].[Li+]